2-carboxyheptadecanoyl-heptadecanoyl-amide C(=O)(O)C(C(=O)[N-]C(CCCCCCCCCCCCCCCC)=O)CCCCCCCCCCCCCCC